3-iodo-6-(2-methoxy-1,1-dimethyl-ethyl)pyrazolo[1,5-a]pyridine IC=1C=NN2C1C=CC(=C2)C(COC)(C)C